[OH-].C(C1=CC=CC=C1)[N+](C)(CCO)CCO benzylbis(2-hydroxyethyl)methyl-ammonium hydroxide